C(C1=CC=CC=C1)(=O)[C@]1([C@](C(=O)OC1=O)(O)C(C1=CC=CC=C1)=O)O (-)-dibenzoyl-L-tartaric anhydride